N[C@@H]1CC[C@H](CC1)NC1=NC=C(C(=N1)C=1C=C(C=CC1)N1C(C=CC=C1)=O)F trans-1-(3-(2-(((1r,4r)-4-aminocyclohexyl)amino)-5-fluoropyrimidin-4-yl)phenyl)pyridin-2(1H)-one